[2-[4-[[1-[2-(2,6-dioxo-3-piperidyl)-1,3-dioxo-isoindolin-5-yl]azetidin-3-yl]-methyl-amino]cyclohexyl]-6-isopropoxy-1-oxo-isoindolin-5-yl]pyrazolo[1,5-a]pyrimidine-3-carboxamide O=C1NC(CCC1N1C(C2=CC=C(C=C2C1=O)N1CC(C1)N(C1CCC(CC1)N1C(C2=CC(=C(C=C2C1)C1=NN2C(N=CC=C2)=C1C(=O)N)OC(C)C)=O)C)=O)=O